methyl 2-(4-methoxy-3-methylphenyl)-3-oxobutanoate COC1=C(C=C(C=C1)C(C(=O)OC)C(C)=O)C